F[P-](F)(F)(F)(F)F.[Na+].C1(OCC(C)O1)=O propylene carbonate sodium hexafluorophosphate